O=CCCCNC(OC(C)(C)C)=O Tert-Butyl N-(4-oxobutyl)carbamate